N1(CCCCC1)C(=O)OCOC(=O)OC1=CC=C(C=C1)[N+](=O)[O-] ((((4-nitrophenoxy) carbonyl) oxy) methyl) piperidine-1-carboxylate